NCCC=1SC2=C(C(=NC=3C=C(C=CC23)C2=CC=NN2)N)N1 (2-aminoethyl)-7-(1H-pyrazol-5-yl)-[1,3]thiazolo[4,5-c]quinolin-4-amine